(2-phenylacetoxy)acetimidamide C1(=CC=CC=C1)CC(=O)OCC(N)=N